CC1=CC=CC(=N1)C#N 6-methylpyridinecarbonitrile